C1(=CC=CC=C1)N.[Na] sodium phenylamine